6-[4-(3-pyridyl)-4-hydroxybut-1-yl]-2'-deoxyguanosine N1=CC(=CC=C1)C(CCCC1(C=2N=CN([C@H]3C[C@H](O)[C@@H](CO)O3)C2N=C(N1)N)O)O